Butyl para-hydroxybenzoat OC1=CC=C(C(=O)OCCCC)C=C1